Rel-(1R,2R,5S)-2-methyl-3,8-diazabicyclo[3.2.1]octane-3-carboxylic acid tert-butyl ester C(C)(C)(C)OC(=O)N1[C@@H]([C@H]2CC[C@@H](C1)N2)C |o1:8,9,12|